(R)-4-((1-(3-(difluoromethyl)-2-fluorophenyl)ethyl)amino)-7-methoxy-2-methylquinazoline FC(C=1C(=C(C=CC1)[C@@H](C)NC1=NC(=NC2=CC(=CC=C12)OC)C)F)F